5-chloro-2-(difluoromethyl)-N-((1r,4r)-4-((3-(3-fluoropyridin-4-yl)-3-hydroxy-7-methyl-2-oxoindolin-1-yl)methyl)cyclohexyl)nicotinamide ClC=1C=NC(=C(C(=O)NC2CCC(CC2)CN2C(C(C3=CC=CC(=C23)C)(O)C2=C(C=NC=C2)F)=O)C1)C(F)F